(S)-6-(5-amino-5,7-dihydrospiro[cyclopenta[b]pyridin-6,4'-piperidin]-1'-yl)-3-((2-aminopyrimidin-4-yl)thio)-1H-pyrazolo[3,4-d]pyrimidine-4-carbonitrile N[C@@H]1C=2C(=NC=CC2)CC12CCN(CC2)C2=NC(=C1C(=N2)NN=C1SC1=NC(=NC=C1)N)C#N